2-{4-[(2,2-Difluoroethyl)amino]-1H-pyrazol-1-yl}-N-(2,4-dimethoxybenzyl)-5-nitrobenzenesulfonamide FC(CNC=1C=NN(C1)C1=C(C=C(C=C1)[N+](=O)[O-])S(=O)(=O)NCC1=C(C=C(C=C1)OC)OC)F